NC=1N=C2C=C(C=NC2=CC1C)CN(C(=O)C=1C=NC(=NC1)C)C1=CC=CC=2C(CCS(C21)(=O)=O)(F)F N-[(6-amino-7-methyl-1,5-naphthyridin-3-yl)methyl]-N-(4,4-difluoro-1,1-dioxo-3,4-dihydro-2H-1λ6-benzothiopyran-8-yl)-2-methylpyrimidine-5-carboxamide